6-(4-acetylpiperazin-1-yl)-N-(2-trifluoromethyl-benzyl)-N-methyl-3,4-dihydroisoquinoline-2(1H)-methanesulfonamide C(C)(=O)N1CCN(CC1)C=1C=C2CCN(CC2=CC1)CS(=O)(=O)N(C)CC1=C(C=CC=C1)C(F)(F)F